FC1=CC=C(C=C1)NC(=O)C1(CC1)C(=O)NC1=CC=C(C=C1)OC1=CC=NC2=CC(=C(N=C12)C=1N(N=CC1)C)OC 1-N'-(4-fluorophenyl)-1-N-[4-[[7-methoxy-6-(2-methyl-pyrazol-3-yl)-1,5-naphthyridin-4-yl]oxy]phenyl]cyclopropane-1,1-dicarboxamide